3,5-Dihydroxy-4'-ethyl-trans-stilbene OC=1C=C(C=C(C1)O)\C=C\C1=CC=C(C=C1)CC